6-(imidazo[1,2-a]pyridine-3-carbonyl)-N-(2-(trifluoromethyl)pyridin-4-yl)-4,5,6,7-tetrahydrothieno[2,3-c]pyridine-3-carboxamide N=1C=C(N2C1C=CC=C2)C(=O)N2CC1=C(CC2)C(=CS1)C(=O)NC1=CC(=NC=C1)C(F)(F)F